(2-fluoro-5-hydroxyphenyl){6-[3-(5-fluoro-2-pyridyl)-4-(trifluoromethyl)-1-pyrazolyl]-2-aza-2-spiro[3.3]heptyl}methanone FC1=C(C=C(C=C1)O)C(=O)N1CC2(C1)CC(C2)N2N=C(C(=C2)C(F)(F)F)C2=NC=C(C=C2)F